ClC1=C(OC=2C=CC(N(C2)C(C(=O)OCC)C)=O)C(=CC(=C1)NN=C(C(=O)NC(=O)OCC)C#N)Cl Ethyl 2-(5-(2,6-dichloro-4-(2-(1-cyano-2-((ethoxycarbonyl)amino)-2-oxoethylidene)hydrazinyl)phenoxy)-2-oxopyridin-1(2H)-yl)propanoate